C1(CC1)CCN(C1=C2CN(C(C2=CC=C1)=O)C1C(NC(CC1)=O)=O)C1CCC(CC1)N1CC(CC1)F 3-(4-((2-cyclopropylethyl)((1s,4s)-4-(3-fluoropyrrolidin-1-yl)cyclohexyl)amino)-1-oxoisoindolin-2-yl)piperidine-2,6-dione